ethyl 5-(bis(4-methoxybenzyl)amino)-6-bromo-1H-pyrrolo[3,2-b]pyridine-2-carboxylate COC1=CC=C(CN(C2=C(C=C3C(=N2)C=C(N3)C(=O)OCC)Br)CC3=CC=C(C=C3)OC)C=C1